OC(C(=O)[O-])=C(C(C(CO)O)O)O.[Na+] sodium 2,3,4,5,6-pentahydroxy-2-hexenoate